N-cyclopropyl-2-(difluoromethoxy)-4-[7-(1-hydroxy-1-methyl-2-morpholino-ethyl)imidazo[1,2-a]pyridin-3-yl]-6-methoxy-benzamide C1(CC1)NC(C1=C(C=C(C=C1OC)C1=CN=C2N1C=CC(=C2)C(CN2CCOCC2)(C)O)OC(F)F)=O